C=CCCCCCCCC(CCCCCCCCCCCC)=O docos-1-en-10-one